[N+](=O)([O-])C1=CC=C(C=C1)SC=1C=C(N)C=CC1 3-(4-Nitrophenylthio)aniline